N-(4-{[3-(3-cyanopropyl)-1-(4-methylbenzene-1-sulfonyl)-1H-pyrrolo[2,3-b]pyridin-4-yl]oxy}-3,5-difluorophenyl)-N'-[(3-methyloxetan-3-yl)methyl]urea C(#N)CCCC1=CN(C2=NC=CC(=C21)OC2=C(C=C(C=C2F)NC(=O)NCC2(COC2)C)F)S(=O)(=O)C2=CC=C(C=C2)C